C1(=CC=C(C=C1)C[C@@H](CCl)O)C1=CC=CC=C1 (S)-1-([1,1'-biphenyl]-4-yl)-3-chloropropane-2-ol